2-[(6-chloro-3-morpholinosulfonyl-4-quinolyl)amino]-4-hydroxy-benzoic acid ClC=1C=C2C(=C(C=NC2=CC1)S(=O)(=O)N1CCOCC1)NC1=C(C(=O)O)C=CC(=C1)O